ethyl 1-(2-chloro-5-methoxyphenyl)-1,4-dihydro-4-oxo-3-pyridazinecarboxylate ClC1=C(C=C(C=C1)OC)N1N=C(C(C=C1)=O)C(=O)OCC